ClC1=CC=C(C=C1)C(C(F)(F)F)N(S(=O)(=O)C1=CN(C(C=C1)=O)C)C N-(1-(4-chlorophenyl)-2,2,2-trifluoroethyl)-N,1-dimethyl-6-oxo-1,6-dihydropyridine-3-sulfonamide